methyl 5-(chlorocarbonyl)-1-naphthoate ClC(=O)C1=C2C=CC=C(C2=CC=C1)C(=O)OC